ClC1=CC2=C(N(CCCC2)C(C2=C(C=C(C=C2)NC(C2=C(C=CC=C2)C)=O)C)=O)C=C1 7-Chloro-1-(2-methyl-4-(2-methylbenzamido)benzoyl)-2,3,4,5-tetrahydro-benzo[b]azepin